FC=1C(=CC=NC1)C=1C=CC2=C(N(C(=N2)C)C(C)C)C1 5-fluoro-4-(1-isopropyl-2-methyl-1H-benzo[d]imidazol-6-yl)pyridine